C1(CC1)C1=CC(=C(C=C1)NC1=CC(=NC=C1C(=O)NOCC)NC1=NC(=NC(=C1)C)C)N(S(=O)(=O)C)C 4-((4-cyclopropyl-2-(N-methylmethylsulfonamido)phenyl)amino)-6-((2,6-dimethylpyrimidin-4-yl)amino)-N-ethoxynicotinamide